8-(3-methoxypropyl)amino-1-octanol COCCCNCCCCCCCCO